tert-butyl 4-[5-fluoro-7-(6-fluoro-2-methylindazol-5-yl)-4-oxoquinazolin-3-yl]piperidine-1-carboxylate FC1=C2C(N(C=NC2=CC(=C1)C1=CC2=CN(N=C2C=C1F)C)C1CCN(CC1)C(=O)OC(C)(C)C)=O